FC1=C(C=CC=C1)CNC(=O)N1CCC2(C(C2)CNC(=O)C2=CC=3C(=CN=CC3)O2)CC1 N-[[6-[(2-fluorophenyl)methylcarbamoyl]-6-azaspiro[2.5]octan-2-yl]methyl]furo[2,3-c]pyridine-2-carboxamide